C(C)(=O)O.CC1(C2CNCC12)C 6,6-dimethyl-3-azabicyclo[3.1.0]hexane acetate